3-(6-bromopyridin-3-yl)morpholine BrC1=CC=C(C=N1)C1NCCOC1